C(C)(C)(C)N(C(O)=O)CCNC1=CC(=CC=2C3=CC(=CC=C3NC12)Cl)NC1=CC(=C(C=C1)Cl)Cl.CC(C(=O)N1C(CCCC1)C=1NC(=CN1)C1=CC=C(C=C1)C)\C=C\C (E)-2-methyl-1-(2-(5-(p-tolyl)-1H-imidazol-2-yl)piperidin-1-yl)pent-3-en-1-one tert-Butyl-(2-((6-chloro-3-((3,4-dichlorophenyl)amino)-9H-carbazol-1-yl)amino)ethyl)carbamate